Trimethoxy(3,3,3-trifluoropropyl)silane CO[Si](CCC(F)(F)F)(OC)OC